CNC(C(=O)O[C@@H](C)[C@H]1CC[C@H]2[C@@H]3CC=C4C[C@H](CC[C@@]4([C@H]3CC[C@]12C)C)O)=O (S)-1-((3S,8S,9S,10R,13S,14S,17S)-3-hydroxy-10,13-dimethyl-2,3,4,7,8,9,10,11,12,13,14,15,16,17-tetradecahydro-1H-cyclopenta[a]phenanthren-17-yl)ethyl 2-(methylamino)-2-oxoacetate